CNC1=NC=C(C2=CC(=NC=C12)N)C=1OC2=C(N1)C=C(C=C2)N2CCOCC2 N1-methyl-4-(5-morpholinobenzo[d]oxazol-2-yl)-2,7-naphthyridine-1,6-diamine